C1=[NH+]C=CC2=CC=CC=C12 N-isoquinolinium